N1N(CC2=CC=CC=C12)CNC(=S)NC1=C(C=C(C=C1)Br)C 1-((1H-indazol-2-yl)methyl)-3-(2-methyl-4-bromophenyl)thiourea